CC1=NC(=NC(=C1C(=O)O)C)N1CCC(CC1)OCCCCC 4,6-dimethyl-2-(4-(pentyloxy)piperidin-1-yl)pyrimidine-5-carboxylic acid